1,4-diazabicyclo[2.2.2]oct-2-ene N12C=CN(CC1)CC2